C(C=C)(=O)N1[C@H](CN(CC1)C1=NC(=NC=2CC3(CCC12)C(=C(C1=CC=CC=C13)C)F)OC[C@H]1N(CCC1)C)CC#N 2-((2S)-1-propenoyl-4-(2-fluoro-3-methyl-2'-(((S)-1-methylpyrrolidin-2-yl)methoxy)-5',8'-dihydro-6'H-spiro[inden-1,7'-quinazolin]-4'-yl)piperazin-2-yl)acetonitrile